C(C)(=O)OCC=1NC(=C(C(C1C(=O)OCC)C1=C(C(=CC=C1)F)C(CF)F)C(=O)OC)CF 3-ethyl 5-methyl 2-(acetoxymethyl)-4-(2-(1,2-difluoroethyl)-3-fluorophenyl)-6-(fluoromethyl)-1,4-dihydropyridine-3,5-dicarboxylate